monoacryl-phosphine C(=O)(C=C)P